NC1=NC=C(C=N1)C#CC=1C=C(C(=O)N[C@@H]2[C@H](CCC(C2)(F)F)O)C=CC1OC(F)F 3-[2-(2-aminopyrimidin-5-yl)ethynyl]-N-[(1S,2S)-5,5-difluoro-2-hydroxycyclohexyl]-4-(difluoromethoxy)benzamide